EpoxyASPARTIC ACID tert-butyl-(3S,4S)-3-fluoro-4-[[6-[7-(1H-imidazol-2-yl)imidazo[1,2-a]pyridin-3-yl]-2-pyridyl]amino]pyrrolidine-1-carboxylate C(C)(C)(C)C1N(C[C@@H]([C@@H]1F)NC1=NC(=CC=C1)C1=CN=C2N1C=CC(=C2)C=2NC=CN2)C(=O)O.N2[C@@](CC(=O)O)(C(=O)O)O2